5-(5-amino-3-(4-(2-(pyrrolidin-1-yl)ethoxy)phenylamino)-1H-1,2,4-triazol-1-yl)-1,6-naphthyridin-2(1H)-one NC1=NC(=NN1C1=C2C=CC(NC2=CC=N1)=O)NC1=CC=C(C=C1)OCCN1CCCC1